FC(C1=NN=C(S1)N1N=CC2=C(C=C(C=C12)S(=O)(=O)NC1(CC1)C#N)C1=CN=NC=C1)F 1-[({1-[5-(difluoromethyl)(1,3,4-thiadiazol-2-yl)]-4-pyridazin-4-yl-1H-indazol-6-yl}sulfonyl)amino]cyclopropanecarbonitrile